6-amino-5-((2-(azetidin-1-yl)-3-chloropyridin-4-yl)thio)pyrazin NC1=C(N=CC=N1)SC1=C(C(=NC=C1)N1CCC1)Cl